BrC1=CC(=CC(=C1)C(F)(F)F)C(F)(F)F 1-Bromo-3,5-bis(trifluoromethyl)benzene